Cl.COC=1C=C(C=CC1OC)CCN 2-(3,4-dimethoxyphenyl)ethylamine hydrochloride